3-(2-((6-methoxypyridin-3-yl)methyl)-1-oxo-1,2-dihydro-phthalazin-6-ylsulfonyl)thiophene-2-carboxylic acid COC1=CC=C(C=N1)CN1C(C2=CC=C(C=C2C=N1)S(=O)(=O)C1=C(SC=C1)C(=O)O)=O